1-(2H-indazol-7-yl)ethylamine N=1NC=C2C=CC=C(C12)C(C)N